fluoro-5-vinylnaphthalene FC1=CC=CC2=C(C=CC=C12)C=C